Dihydroxybenzene C1=CC(=CC=C1O)O